Ethyl 5-{[(E)-(3-chloro-5-nitropyridin-2-yl)(hydroxyimino)methyl]amino}-5-oxopentanoate ClC=1C(=NC=C(C1)[N+](=O)[O-])\C(=N/O)\NC(CCCC(=O)OCC)=O